methyl 2-(4-bromo-3-fluoro-2-nitro-anilino)-2-cyclopropyl-acetate BrC1=C(C(=C(NC(C(=O)OC)C2CC2)C=C1)[N+](=O)[O-])F